5-(3-(sec-butyl)-2-oxo-2,3,4,5-tetrahydro-1H-benzo[1,4]diazepine-4-carbonyl)pyrazine-2-carboxamide C(C)(CC)C1C(NC2=C(CN1C(=O)C=1N=CC(=NC1)C(=O)N)C=CC=C2)=O